FC=C(CN1C(C2=CC=CC=C2C1=O)=O)CN1N=C2C(C(N(CC2)CCOC)=O)=C1 2-(3-fluoro-2-((5-(2-methoxyethyl)-4-oxo-4,5,6,7-tetrahydro-2H-pyrazolo[4,3-c]pyridin-2-yl)methyl)allyl)isoindoline-1,3-dione